3,5-dibromo-4-hydroxybenzoyl chloride BrC=1C=C(C(=O)Cl)C=C(C1O)Br